OC1=C(C(N(C=C1)C)=O)NC(N[C@@H](CC(=O)OCC)C1=CC(=CC=C1)C1=CSC=C1C)=O Ethyl (S)-3-(3-(4-Hydroxy-1-methyl-2-oxo-1,2-dihydropyridin-3-yl)ureido)-3-(3-(4-methylthiophen-3-yl)phenyl)propanoat